CN(C1=CC=C(S1)\C=C\1/C(=NOC1=O)C1=CC=CC=C1)C (E)-4-((5-(dimethylamino)thiophen-2-yl)methylene)-3-phenylisoxazol-5(4H)-one